[[2-[(2R,5S)-2-[4-(methanesulfonamido)phenyl]-5-methyl-1-piperidyl]-2-oxo-acetyl]amino]pyridine-3-carboxamide CS(=O)(=O)NC1=CC=C(C=C1)[C@@H]1N(C[C@H](CC1)C)C(C(=O)NC1=NC=CC=C1C(=O)N)=O